O=C1N(C2C(C2C=C1)(C(=O)OC)C1=CC=CC=C1)C=CC1=CC=CC=C1 methyl 3-oxo-7-phenyl-2-styryl-2-azabicyclo[4.1.0]hept-4-ene-7-carboxylate